Cl.N[C@H]1C[C@@H](OCC1)C(=O)N1[C@H](C2=C(C=C(C=C2CC1)Cl)Cl)C |&1:2,4| ((2RS,4RS)-4-Aminotetrahydro-2H-pyran-2-yl)((S)-6,8-dichloro-1-methyl-3,4-dihydroisoquinolin-2(1H)-yl)methanone hydrochloride salt